(R)-2-diazo-4-((2R,3S)-3-((R)-1-(methylsulfonylamino)ethyl)-4-oxoazetidin-2-yl)-3-oxopentanoic acid 4-nitrobenzyl ester [N+](=O)([O-])C1=CC=C(COC(C(C([C@H](C)[C@H]2NC([C@@H]2[C@@H](C)NS(=O)(=O)C)=O)=O)=[N+]=[N-])=O)C=C1